BrC1=CC(=C(C=C1Cl)N1C(C=CC2=CC(=CC=C12)S(=O)(=O)NC1=NOC=C1)=O)OC (M)-1-(4-bromo-5-chloro-2-methoxyphenyl)-N-(isoxazol-3-yl)-2-oxo-1,2-dihydroquinoline-6-sulfonamide